4-[2-(cyclopropylamino)-7-oxo-8-(tetrahydrofuran-3-ylmethyl)pyrido[2,3-d]pyrimidin-6-yl]-8-methyl-2,3-dihydroquinoxaline-1-carboxylic acid tert-butyl ester C(C)(C)(C)OC(=O)N1CCN(C2=CC=CC(=C12)C)C1=CC2=C(N=C(N=C2)NC2CC2)N(C1=O)CC1COCC1